CN(C)CC1=CC=C(C=C1)S(=O)(=O)NC(CC1=C(C=C(C=C1C(C)C)C=1N=CSC1)C(C)C)=O N-[4-[(dimethylamino)methyl]phenyl]sulfonyl-2-[2,6-di(propan-2-yl)-4-(1,3-thiazol-4-yl)phenyl]acetamide